(R)-6-[(4-chlorophenyl)-hydroxy-(1-methyl-1H-imidazol-5-yl)-methyl]-4-(3-ethynylphenyl)-1-methyl-2(1H)-quinolone ClC1=CC=C(C=C1)[C@@](C=1C=C2C(=CC(N(C2=CC1)C)=O)C1=CC(=CC=C1)C#C)(C1=CN=CN1C)O